C(C1=CC=CC=C1)OCC1=C(N=NC(=C1C)Cl)Cl 4-[(benzyloxy)methyl]-3,6-dichloro-5-methylpyridazine